N[C@@H](C(C)C)C1=CC=2N(N=C1)C=C(N2)[C@@H](NC(=O)C2=CC=NN2C(C)C)C2CCC(CC2)(F)F |o1:1| N-((S)-(7-((S*)-1-amino-2-methylpropyl)imidazo[1,2-b]pyridazin-2-yl)(4,4-difluorocyclohexyl)methyl)-1-isopropyl-1H-pyrazole-5-carboxamide